2-fluoro-2-methylpropan-ol FC(CO)(C)C